C(C=C)(=O)N1CCC(CC1)NC(C1=C(C=C(C=C1)[C@H](C)NC=1N=CC2=C(N1)N(C(C=C2)=O)C(C)C)F)=O N-(1-acryloylpiperidin-4-yl)-2-fluoro-4-[(1S)-1-{[7-oxo-8-(propan-2-yl)-7,8-dihydropyrido[2,3-d]pyrimidin-2-yl]amino}ethyl]benzamide